[3,4-difluoro-2-(2-fluoro-4-iodophenylamino)phenyl]-[3-hydroxy-3-[(2S)-piperidin-2-yl]azetidin-1-yl]methanone FC=1C(=C(C=CC1F)C(=O)N1CC(C1)([C@H]1NCCCC1)O)NC1=C(C=C(C=C1)I)F